1-(5-(Trifluoromethyl)pyrimidin-2-yl)ethan-1-one FC(C=1C=NC(=NC1)C(C)=O)(F)F